BrC=1C=2C3=C(C(N(C3=CC1)C1C(NC(OC1)=O)=O)=O)C=CC2 5-(6-bromo-2-oxobenzo[cd]indol-1(2H)-yl)-1,3-oxazinane-2,4-dione